6-[5-[[4-[2-(aminomethyl)-3,3-difluoro-allyl]-5-oxo-tetrazol-1-yl]methyl]-2-thienyl]-1-methyl-3,4-dihydroquinolin-2-one NCC(CN1N=NN(C1=O)CC1=CC=C(S1)C=1C=C2CCC(N(C2=CC1)C)=O)=C(F)F